O1CCOC12CCC(CC2)C2=CC=C(C(=O)OC)C=C2 methyl 4-(1,4-dioxaspiro[4.5]decan-8-yl)benzoate